3-(but-3-en-1-yl)-6-chloroisobenzofuran-1(3H)-one C(CC=C)C1OC(C2=CC(=CC=C12)Cl)=O